C(C#C)N1CCNCC1 4-(prop-2-yn-1-yl)piperazin